2-(trifluoromethyl)-N-[(trifluoromethyl)sulfonyl]-2-propenamide FC(C(C(=O)NS(=O)(=O)C(F)(F)F)=C)(F)F